CN1N=NC(=C1C=1C=C2C(=NC1)C1=C(N2C(C2CCOCC2)C2=CC=CC=C2)C(=NN1C)CC(=O)NS(=O)(=O)C)C (6-(1,4-dimethyl-1H-1,2,3-triazol-5-yl)-1-methyl-4-(phenyl-(tetrahydro-2H-pyran-4-yl)methyl)-1,4-dihydropyrazolo[3',4':4,5]pyrrolo[3,2-b]pyridin-3-yl)-N-(methylsulfonyl)acetamide